(4,4-difluoropiperidin-1-yl)(1-(5-(5-methyl-1,2,4-oxadiazol-3-yl)pyridin-3-yl)-1H-pyrrolo[2,3-b]pyridin-5-yl)methanone FC1(CCN(CC1)C(=O)C=1C=C2C(=NC1)N(C=C2)C=2C=NC=C(C2)C2=NOC(=N2)C)F